COC=1C=C2CCNC2=CC1N1C(NC(CC1)=O)=O 1-(5-Methoxyindolin-6-yl)dihydropyrimidine-2,4(1H,3H)-dione